N-(5-methyl-4,5,6,7-tetrahydrothiazolo[5,4-c]pyridin-2-yl)-3-(((7-(3-methylpyridin-4-yl)-2,3-dihydrofuro[3,2-c]pyridin-4-yl)amino)methyl)benzamide CN1CC2=C(CC1)N=C(S2)NC(C2=CC(=CC=C2)CNC2=NC=C(C1=C2CCO1)C1=C(C=NC=C1)C)=O